ClC1=CC(=C(C=C1)N1CC2(C1)CC(C2)OC=2C=CC(=NC2C(=O)N[C@H]2CNCC2)C=2C(=NC=CC2)OCC)C#N (R)-5-((2-(4-chloro-2-cyanophenyl)-2-azaspiro[3.3]heptan-6-yl)oxy)-2'-ethoxy-N-(pyrrolidin-3-yl)-[2,3'-bipyridine]-6-carboxamide